methyl (2S,4R)-1-ethyl-4-methoxy-pyrrolidine-2-carboxylate C(C)N1[C@@H](C[C@H](C1)OC)C(=O)OC